FC(C(C1=CC=CC=C1)C1=CC=CC=C1)(F)C=1N(C(C(=C(N1)C(=O)O)OC)=O)C 2-(1,1-difluoro-2,2-diphenylethyl)-5-methoxy-1-methyl-6-oxopyrimidine-4-carboxylic acid